(2S)-4,4-Difluoro-2-(4-fluorophenyl)-N-{4-[6-fluoro-3-(pyridin-2-yl)-1H-pyrrolo[3,2-b]pyridin-2-yl]pyridin-2-yl}butanamid FC(C[C@H](C(=O)NC1=NC=CC(=C1)C1=C(C2=NC=C(C=C2N1)F)C1=NC=CC=C1)C1=CC=C(C=C1)F)F